6-(5,6-difluoro-1H-indazol-3-yl)-N,2-dimethylpyridin-3-amine FC=1C=C2C(=NNC2=CC1F)C1=CC=C(C(=N1)C)NC